3-ethyl-propiophenone C(C)CCC(=O)C1=CC=CC=C1